N,N-diethylpiperazine-1-carboxamide CCN(CC)C(=O)N1CCNCC1